[1,1'-bis(dicyclohexylphosphino)ferrocene] palladium dichloride [Pd](Cl)Cl.C1(CCCCC1)P([C-]1C=CC=C1)C1CCCCC1.[C-]1(C=CC=C1)P(C1CCCCC1)C1CCCCC1.[Fe+2]